(R)-3-(furan-2-yl)isoxazolidine O1C(=CC=C1)[C@@H]1NOCC1